3-(3-acetoxypropyl)-6-chloro-7-(5-(chloromethyl)-1-ethyl-3-methyl-1H-pyrazol-4-yl)-1-methyl-1H-indole-2-carboxylic acid methyl ester COC(=O)C=1N(C2=C(C(=CC=C2C1CCCOC(C)=O)Cl)C=1C(=NN(C1CCl)CC)C)C